(E)-N,N-diethyl-leucyl-aminonaphthalenesulfonic acid C(C)N([C@@H](CC(C)C)C(=O)C=1C(=C(C2=CC=CC=C2C1)S(=O)(=O)O)N)CC